CC1=NC(=NO1)C1=CC=C(C=N1)C=O 6-(5-methyl-1,2,4-oxadiazol-3-yl)pyridine-3-carbaldehyde